BrC1=CC=2N=CN=C(C2N1)N1C[C@@H](CC1)C=1C=C(C(=O)NC=2C=NC=C(C2)C(F)(F)F)C=CC1C (S)-3-(1-(6-bromo-5H-pyrrolo[3,2-d]pyrimidin-4-yl)pyrrolidin-3-yl)-4-methyl-N-(5-(trifluoromethyl)pyridin-3-yl)benzamide